FC=1C=C2C=C(NC2=CC1B1OC(C(O1)(C)C)(C)C)CNC(OC(C)(C)C)=O tert-butyl ((5-fluoro-6-(4,4,5,5-tetramethyl-1,3,2-dioxaborolan-2-yl)-1H-indol-2-yl)methyl)carbamate